3-[1-(2-chloro-6-fluorophenyl)ethyl]-4-(cyclohexylmethyl)-4,5-dihydro-1,2,4-oxadiazol-5-one ClC1=C(C(=CC=C1)F)C(C)C1=NOC(N1CC1CCCCC1)=O